CN1N=C(C(=C1)NC(=O)C1=CSC(=C1)[C@H]1[C@@H](C1)NCC1CCOCC1)C N-(1,3-dimethyl-1H-pyrazol-4-yl)-5-((1R,2R)-2-((tetrahydro-2H-pyran-4-ylmethyl)-amino)cyclopropyl)-thiophene-3-carboxamide